FC1=C(C=CC(=C1)F)C=1N2C(SC1)=NC(=C2)C(=O)N[C@@H]2C(N(C1=C(OC2)C=C(C(=C1)C#CC(C)(C)O)F)C)=O (S)-3-(2,4-difluorophenyl)-N-(8-fluoro-7-(3-hydroxy-3-methylbut-1-yn-1-yl)-5-methyl-4-Oxo-2,3,4,5-tetrahydrobenzo[b][1,4]oxazepine-3-yl)imidazo[2,1-b]thiazole-6-carboxamide